tri-iso-propylphosphine C(C)(C)P(C(C)C)C(C)C